(1,1,2-trimethylpropyloxy)bismuth CC(C(C)C)(O[Bi])C